BrC1=C(C=CC=C1)NC(=O)C=1C(=NN(C1)C)C(F)F N-(2-bromophenyl)-3-(difluoromethyl)-1-methyl-1H-pyrazole-4-carboxamide